O[C@@H]1[C@H](CCCC1)NC(=O)C=1C=CC(=C(C1)NC(=O)C=1C=NC=C(C1)C1=C(C=CC=C1)OC(F)(F)F)C N-(5-{[(1S,2S)-2-hydroxycyclohexyl]carbamoyl}-2-methylphenyl)-5-[2-(trifluoromethoxy)phenyl]pyridine-3-carboxamide